(Z)-5-(6-((4-Bromo-2,6-difluorophenethyl)amino)pyrimidin-4-yl)-3-ethoxy-N'-hydroxythiophene-2-carboximidamide BrC1=CC(=C(CCNC2=CC(=NC=N2)C2=CC(=C(S2)/C(/N)=N/O)OCC)C(=C1)F)F